tert-Butyl (2R,5S)-4-(7-(3,3-difluorocyclohexyl)-7H-pyrrolo[2,3-d]pyrimidin-4-yl)-2,5-dimethylpiperazine-1-carboxylate FC1(CC(CCC1)N1C=CC2=C1N=CN=C2N2C[C@H](N(C[C@@H]2C)C(=O)OC(C)(C)C)C)F